C(CCC)N1C(N(C(C(C1=O)=C(N)N)=O)C1CCC(CC1)C[C@@]1(NC(NC1=O)=O)C)=O Butyl-5-(diaminomethylene)-3-((1s,4s)-4-((4-methyl-2,5-dioxoimidazolidin-4-yl)methyl)cyclohexyl)pyrimidine-2,4,6(1H,3H,5H)-trione